BrC1=CC=C2C(=N1)COCC2N(C(OC(C)(C)C)=O)C tert-butyl N-(2-bromo-6,8-dihydro-5H-pyrano[3,4-b]pyridin-5-yl)-N-methylcarbamate